FC1=CC=C(C=C1)N1C(C(=CC=C1)NC1=CC=NC=C1C(=O)NC)=O 4-((1-(4-fluorophenyl)-2-oxo-1,2-dihydropyridin-3-yl)amino)-N-methylnicotinamide